[N-](S(=O)(=O)C(F)(F)F)S(=O)(=O)C(F)(F)F.C(CCCCCCCCC)N1C=[N+](C=C1)C 1-decyl-3-methylimidazolium bis(trifluoromethanesulfonyl)imide